NC1=NC=C(C2=CC=CC=C12)N1N=CC(=C1C(F)(F)F)C(=O)NC=1C(=NC(=C(C1)C#N)N1N=CC=N1)C 1-(1-Aminoisochinolin-4-yl)-N-(5-cyano-2-methyl-6-(2H-1,2,3-triazol-2-yl)-pyridin-3-yl)-5-(trifluoromethyl)-1H-pyrazol-4-carboxamid